C(#N)C1(CC1)NS(=O)(=O)C1=CC=C2C3=C(N(C2=C1)C=1SC(=NN1)C(F)F)N=CN=C3C3CCN(CC3)C(=O)C3(CC3)O N-(1-cyanocyclopropyl)-9-(5-(difluoromethyl)-1,3,4-thiadiazol-2-yl)-4-(1-(1-hydroxycyclopropane-1-carbonyl)piperidin-4-yl)-9H-pyrimido[4,5-b]indole-7-sulfonamide